ClC=1C=C(C=CC1)[C@@H](CO)NC(=O)C=1N=CN(C1)C1=NC(=NC=C1C)NC(CO)CO (S)-N-(1-(3-chlorophenyl)-2-hydroxy-ethyl)-1-(2-((1,3-dihydroxy-propan-2-yl)amino)-5-methyl-pyrimidin-4-yl)-1H-imidazole-4-carboxamide